C(CCC)NC=1C=2C(N=C(N1)N)=CN(N2)CC2=C(C=C(C=C2)N2CCNCC2)OC N7-butyl-2-(2-methoxy-4-(piperazin-1-yl)benzyl)-2H-pyrazolo[4,3-d]pyrimidine-5,7-diamine